[Fe-4](C#N)(C#N)(C#N)(C#N)(C#N)C#N.[Li+].[Li+].[Li+].[Li+] LITHIUM FERROCYANIDE